FC([C@@H](C1=CC=C(C=C1)F)N1N=CC(=C1)C1=CC=CC(=N1)C1=C(C=2N(C=C1F)N=C(N2)N)C)(C)F (R)-7-(6-(1-(2,2-difluoro-1-(4-fluorophenyl)propyl)-1H-pyrazol-4-yl)pyridin-2-yl)-6-fluoro-8-methyl-[1,2,4]triazolo[1,5-a]pyridin-2-amine